Fluoro-N-{[4-(1-methyl-1H-pyrazol-5-yl)-2,5-dioxoimidazolidin-4-yl]methyl}-4'-(trifluoromethyl)[biphenyl]-2-carboxamid FC1=C(C(=CC=C1)C1=CC=C(C=C1)C(F)(F)F)C(=O)NCC1(NC(NC1=O)=O)C1=CC=NN1C